4-((2-hydroxyethyl)sulfonamido)-N-(2-oxopyrrolidin-3-yl)-2-(6-azaspiro[2.5]octan-6-yl)benzamide OCCS(=O)(=O)NC1=CC(=C(C(=O)NC2C(NCC2)=O)C=C1)N1CCC2(CC2)CC1